N-[5-(2-{[2-(difluoromethoxy)pyridin-4-yl]oxy}ethyl)-1H-indol-3-yl]acetamide FC(OC1=NC=CC(=C1)OCCC=1C=C2C(=CNC2=CC1)NC(C)=O)F